P(=O)(F)(F)F.CN(C(N(C)C)=NCC)C tetramethyl-N''-ethylguanidine trifluorophosphate